N1C(=NC2=C1C=CC=C2)C=2C=C(C=CC2)NC=2C=NC(=NC2)C2=CC=CC=C2 N-[3-(1H-benzo[d]imidazol-2-yl)phenyl]-2-phenylpyrimidin-5-amine